8-chloro-4-(((R)-1-phenylpropyl)amino)-6-(((S)-pyridin-3-yl(1-(3-(pyrrolidin-1-yl)propyl)-1H-1,2,3-triazol-4-yl)methyl)amino)quinoline-3-carbonitrile ClC=1C=C(C=C2C(=C(C=NC12)C#N)N[C@H](CC)C1=CC=CC=C1)N[C@H](C=1N=NN(C1)CCCN1CCCC1)C=1C=NC=CC1